(2S)-2-{[(tert-butoxy)carbonyl]Amino}-4-oxobutanoic acid tert-butyl ester C(C)(C)(C)OC([C@H](CC=O)NC(=O)OC(C)(C)C)=O